OC(C(=O)N)N1C2=C(OC(C1=O)(F)F)C=C(C(=C2)C2=C(C(=C(C(=C2F)F)F)F)F)F hydroxy-2-(2,2,7-trifluoro-3-oxo-6-(perfluorophenyl)-2,3-dihydro-4H-benzo[b][1,4]oxazin-4-yl)acetamide